2-((1s,2r)-2-fluoro-1'-oxo-6'-(1-fluorocyclopropyl)-1'h-spiro[cyclopropane-1,4'-isoquinolin]-2'(3'h)-yl)acetic acid F[C@@H]1C[C@]12CN(C(C1=CC=C(C=C21)C2(CC2)F)=O)CC(=O)O